BrC=1C=NC(=NC1)N[C@H](C(=O)O)CCN(CCCCC1=NC=2NCCCC2C=C1)CCOC=1C=NC=C(C1)F (S)-2-((5-bromopyrimidin-2-yl)amino)-4-((2-((5-fluoropyridin-3-yl)oxy)ethyl)(4-(5,6,7,8-tetrahydro-1,8-naphthyridin-2-yl)butyl)amino)butanoic acid